NC1=NC(N(C=C1F)[C@H]1[C@H]([C@@H]([C@@](O1)(C(=O)N)CO[Si](C)(C)C(C)(C)C)O[Si](C)(C)C(C)(C)C)F)=O (2R,3R,4S,5R)-5-(4-amino-5-fluoro-2-oxopyrimidin-1-yl)-3-[(tert-butyldimethylsilyl)oxy]-2-{[(tert-butyl-dimethylsilyl)oxy]methyl}-4-fluorooxolane-2-carboxamide